C(#N)[C@@H](C[C@H]1C(NCCC1)=O)NC(=O)[C@H]1N([C@@H]2CC([C@H]1CC2)(F)F)C(=O)C=2NC1=C(C(=CC(=C1C2)F)F)F (1S,3S,4S)-N-[(1R)-1-cyano-2-[(3S)-2-oxo-3-piperidyl]ethyl]-5,5-difluoro-2-(4,6,7-trifluoro-1H-indole-2-carbonyl)-2-azabicyclo[2.2.2]octane-3-carboxamide